OC1=CC=C(C=C1)C(C(=O)O)(CCC)C1=CC=C(C=C1)O 2,2-bis(4-hydroxyphenyl)valeric acid